2-(3'-tert-butyl-2'-hydroxy-2'-octyloxycarbonylethyl)benzotriazole C(C)(C)(C)C(CCOC(=O)C(CN1N=C2C(=N1)C=CC=C2)O)CCCCC